9-(4-(Difluoro(1-(3-fluoropropyl)azetidin-3-yl)methyl)phenyl)-8-(2-(trifluoromethyl)phenyl)-6,7-dihydro-5H-benzo[7]annulen FC(C1=CC=C(C=C1)C1=C(CCCC2=C1C=CC=C2)C2=C(C=CC=C2)C(F)(F)F)(C2CN(C2)CCCF)F